methyl 2'-chloro-6-methyl-(4,4'-bipyridine)-3-carboxylate ClC1=NC=CC(=C1)C1=C(C=NC(=C1)C)C(=O)OC